NC=1C=C(C=C(C1)C(F)(F)F)[C@@H](C)NC=1C2=C(N=C(N1)Cl)N=CC(=C2)N2CCN(CC2)CC (R)-N-(1-(3-amino-5-(trifluoromethyl)phenyl)ethyl)-2-chloro-6-(4-ethylpiperazin-1-yl)pyrido[2,3-d]pyrimidin-4-amine